(7S)-3-[2-(4-Cyclopropylpiperazin-1-yl)ethyl]-7-methyl-2-[2-(1H-pyrazol-1-yl)ethyl]-3H,6H,7H,8H,9H-imidazo[4,5-f]chinolin C1(CC1)N1CCN(CC1)CCN1C(=NC2=C3CC[C@@H](NC3=CC=C21)C)CCN2N=CC=C2